4-(benzoxazolylthio)cyclohexanone O1C(=NC2=C1C=CC=C2)SC2CCC(CC2)=O